C12(CC3CC(CC(C1)C3)C2)CC(=O)N2CCN(CC2)C2=CC(=C(C=C2)NC=2N=CC3=C(N2)N(C(C=C3C)=O)C=3C=CC(=C(C3)NC(CN)=O)F)OC N-(5-(2-((4-(4-(2-((3R,5R,7R)-adamantan-1-yl)acetyl)piperazin-1-yl)-2-Methoxyphenyl)amino)-5-methyl-7-oxopyrido[2,3-d]pyrimidin-8(7H)-yl)-2-fluorophenyl)-2-aminoacetamide